3-(1-methyl-1H-imidazol-2-yl)propan-1-amine dihydrochloride Cl.Cl.CN1C(=NC=C1)CCCN